C(C)O[Si](CCP(OCC)(OCC)=O)(OCC)OCC diethyl (2-(triethoxysilyl)ethyl)phosphonate